C12(CC3CC(CC(C1)C3)C2)CNC(=O)C=2N=NC(=CC2)N2CCN(CC2)CC2=CC(=CC(=C2)OC(F)(F)F)C2=CC(=CC=C2)O N-(1-Adamantylmethyl)-6-[4-[[3-(3-hydroxyphenyl)-5-(trifluoromethoxy)phenyl]methyl]piperazin-1-yl]pyridazine-3-carboxamide